(+-)-2-methoxy-N-methyl-1-(2-(2,2,2-trifluoroethoxy)pyridin-4-yl)ethane-1-amine trifluoroacetate FC(C(=O)O)(F)F.COC[C@H](NC)C1=CC(=NC=C1)OCC(F)(F)F |r|